dipentaerythritol diacrylate Acrylate C(C=C)(=O)OCC(COCC(COC(C=C)=O)(COC(C=C)=O)CO)(CO)CO